C1=CC(=O)O[C@H]1CC(=O)O The molecule is the (S)-enantiomer of 5-oxo-2,5-dihydro-2-furylacetic acid. It is a conjugate acid of a (S)-5-oxo-2,5-dihydro-2-furylacetate. It is an enantiomer of a (R)-5-oxo-2,5-dihydro-2-furylacetic acid.